methyl 5-methoxy-3-(2-methylprop-1-en-1-yl)pyrazine-2-carboxylate COC=1N=C(C(=NC1)C(=O)OC)C=C(C)C